1-(chloromethyl)-5-cyclopropyl-2-ethoxy-4-iodobenzene ClCC1=C(C=C(C(=C1)C1CC1)I)OCC